3-isopropyl-5-(piperidin-4-yl)-1,2,4-oxadiazole C(C)(C)C1=NOC(=N1)C1CCNCC1